[N+](=[N-])=C(C(=O)OCC1=CC=C(C=C1)[N+](=O)[O-])C([C@H](C)[C@H]1NC([C@@H]1[C@@H](C)NC(CN(C(=O)OCC1=CC=C(C=C1)[N+](=O)[O-])C)=O)=O)=O 4-nitrobenzyl (R)-2-diazo-4-((2R,3R)-3-((R)-1-(2-(methyl ((4-nitrobenzyloxy) carbonyl) amino) acetamido) ethyl)-4-oxoazetidin-2-yl)-3-oxopentanoate